S1N=C(C2=C1C=CC=C2)N2CCN(CC2)CCCCOC=2C=C1C(CC(N3C1=C(C2)CC3)=O)C 8-(4-(4-(benzo[d]isothiazol-3-yl)piperazin-1-yl)butoxy)-6-methyl-5,6-dihydro-1H-pyrrolo[3,2,1-ij]quinolin-4(2H)-one